[V].CC1=CC=CC=C1.CC1=CC=CC=C1 bis(toluene) vanadium